NC1=NC=CC(=C1Cl)N1C(NC2=NC(=CN=C2C1=O)N1CCC2(CC1)[C@@H](C=1C(=NC=CC1)C2)N)=O (S)-3-(2-amino-3-chloropyridine-4-yl)-7-(5-amino-5,7-dihydrospiro[cyclopenta[b]pyridine-6,4'-piperidine]-1'-yl)pteridine-2,4(1H,3H)-dione